COC(=O)C1=NC(=NC(=C1)NC=1C(=NNC1)C1=NC2=C(N1)C=CC=C2)Cl 6-((3-(1H-benzo[d]imidazol-2-yl)-1H-pyrazol-4-yl)amino)-2-chloropyrimidine-4-carboxylic acid methyl ester